FCC(=O)O.C1C(CC12CCNCC2)N2CCN(CC2)C2=CC=C(C=C2)N2C(NC(CC2)=O)=O 1-(4-(4-(7-azaspiro[3.5]non-2-yl)piperazin-1-yl)phenyl)dihydropyrimidine-2,4(1H,3H)-dione Fluoroacetate